NCC1=CC=C(CN2C(N(SC2=O)CCCI)=O)C=C1 4-(4-(aminomethyl)benzyl)-2-(3-iodopropyl)-1,2,4-thiadiazolidine-3,5-dione